6-[3-(benzylamino)azetidin-1-yl]-N-[1-(5-{2-[(dimethylamino)methyl]phenyl}thiophen-2-yl)ethyl]-2-methylpyrido[3,4-d]pyrimidin-4-amine C(C1=CC=CC=C1)NC1CN(C1)C1=CC2=C(N=C(N=C2NC(C)C=2SC(=CC2)C2=C(C=CC=C2)CN(C)C)C)C=N1